7-fluoro-1H-indole-2-carboxylic acid FC=1C=CC=C2C=C(NC12)C(=O)O